C1(CC1)C1=CC=C(C=C1)N1N=C(C(C1=O)C(=O)OC1=CC=C(C=C1)[N+](=O)[O-])C 4-nitrophenyl 1-(4-cyclopropylphenyl)-3-methyl-5-oxo-4,5-dihydro-1H-pyrazole-4-carboxylate